C(C)(C)(C)OC(=O)N1C([C@@]2(C3=CC(=CC=C13)OC)[C@@H](C2)C2=CC=C1C(=NN(C1=C2)C(=O)OC(C)(C)C)NC2=NC(=NC=C2Cl)C2CC2)=O (1r,2s)-2-[1-(tert-butoxycarbonyl)-3-[(5-chloro-2-cyclopropylpyrimidin-4-yl)amino]indazol-6-yl]-5'-methoxy-2'-oxospiro[cyclopropane-1,3'-indole]-1'-carboxylic acid tert-butyl ester